C(C=C)(=O)NC=1C=C(C=CC1C)C1=C(NC2=NC=C(C=C21)C(=O)OC)C2=CC=C(C=C2)N2CCN(CC2)C methyl 3-(3-acrylamido-4-methylphenyl)-2-(4-(4-methylpiperazin-1-yl)phenyl)-1H-pyrrolo[2,3-b]pyridine-5-carboxylate